C1(CC1)C1=C(C(=NO1)C1=C(C=CC=C1Cl)Cl)CO[C@H]1[C@@H]2C(N([C@H](C1)C2)C=2C=C1CCC(C1=CC2)C(=O)O)=O 5-[(1s,4r,5r)-5-{[5-cyclopropyl-3-(2,6-dichlorophenyl)-1,2-oxazol-4-yl]methoxy}-3-oxo-2-azabicyclo[2.2.1]heptan-2-yl]-2,3-dihydro-1H-indene-1-carboxylic acid